CN1C[C@@H](CCC1)NC1=NN=C(C2=CC=CC=C12)C1=C(C=C(C=C1)C=C)O (R)-2-(4-((1-methylpiperidin-3-yl)amino)phthalazin-1-yl)-5-ethenylphenol